7-benzyl-4-(pyrrolidin-1-yl)-N-(1-(3,4,5-trimethoxyphenyl)-1H-imidazol-4-yl)-5,6,7,8-tetrahydropyrido[3,4-d]pyrimidin-2-amine C(C1=CC=CC=C1)N1CC=2N=C(N=C(C2CC1)N1CCCC1)NC=1N=CN(C1)C1=CC(=C(C(=C1)OC)OC)OC